4-methyl-5-[3-methyl-7-[[5-[2-(trifluoromethyl)morpholine-4-carbonyl]pyridin-2-yl]amino]imidazo[4,5-b]pyridin-5-yl]oxypyridine-2-carbonitrile CC1=CC(=NC=C1OC1=CC(=C2C(=N1)N(C=N2)C)NC2=NC=C(C=C2)C(=O)N2CC(OCC2)C(F)(F)F)C#N